ClC1=NC=CC(=C1[N+](=O)[O-])Cl 2,4-dichloro-3-nitropyridine